FC1=C(C=C(C=C1)CC(=O)N1CCN(CC1)C=1C=CC=2N(N1)C=NN2)C(F)(F)F 2-[4-fluoro-3-(trifluoromethyl)phenyl]-1-(4-{[1,2,4]triazolo[4,3-b]pyridazin-6-yl}piperazin-1-yl)ethan-1-one